14beta-Pregnane CC[C@H]1CC[C@@H]2[C@@H]3CCC4CCCC[C@]4(C)[C@H]3CC[C@]12C